(R,S)-2-Fluoro-4-(((6-fluoro-8-methyl-4-oxochroman-7-yl)oxy)(pyridin-4-yl)methyl)benzonitrile FC1=C(C#N)C=CC(=C1)[C@@H](C1=CC=NC=C1)OC1=C(C=C2C(CCOC2=C1C)=O)F